3-((5-ethylpyrimidin-2-yl)oxy)benzoic acid C(C)C=1C=NC(=NC1)OC=1C=C(C(=O)O)C=CC1